C1(CCCCC1)C1=C(C(C(=O)[O-])=CC=C1)O 3-cyclohexylsalicylate